(5-chloro-2-hydroxyphenyl)-5-(tetrahydro-2H-pyran-4-yl)-4-(4-(trifluoromethyl)phenyl)-4,5-dihydropyrrolo[3,4-c]pyrazol-6(2H)-one ClC=1C=CC(=C(C1)N1N=C2C(=C1)C(N(C2=O)C2CCOCC2)C2=CC=C(C=C2)C(F)(F)F)O